5-(3,3-difluoroazetidine-1-carbonyl)-6-(2-((6,6-dimethyl-2,4-dioxo-3-azabicyclo[3.1.0]hexan-3-yl)methyl)thieno[3,2-b]pyridin-7-yl)-4-methylpicolinonitrile hydrochloride Cl.FC1(CN(C1)C(=O)C=1C(=CC(=NC1C1=C2C(=NC=C1)C=C(S2)CN2C(C1C(C1C2=O)(C)C)=O)C#N)C)F